NCCCC[Si](O[Si](CCCCN)(C)C)(C)C 1,3-bis(4-aminobutyl)tetramethyldisiloxane